4-(4'-phenoxy-butoxy)phthalic acid O(C1=CC=CC=C1)CCCCOC=1C=C(C(C(=O)O)=CC1)C(=O)O